C1(=CC=CC=C1)CCC(=O)N1C(C2=C(C3=CC=CC=C13)OC1=CC=CC=C1C2=O)=O 5-(3-phenylpropionyl)-6H-chromeno[3,2-c]quinoline-6,7(5H)-dione